BrC1=CC(=C(C=C1OC1=C(C=CC=C1)O)N1C(N(C(=CC1=O)C(F)(F)F)C)=O)F 3-[4-bromo-2-fluoro-5-(2-hydroxyphenoxy)phenyl]-1-methyl-6-(trifluoro-methyl)-pyrimidine-2,4-dione